6-chloro-N-{3-[2-(4-chloro-3-fluorophenoxy)acetamido]bicyclo[1.1.1]pent-1-yl}-4-[2-(methanesulfonyl)ethyl]-3,4-dihydro-2H-1,4-benzoxazine-2-carboxamide ClC=1C=CC2=C(N(CC(O2)C(=O)NC23CC(C2)(C3)NC(COC3=CC(=C(C=C3)Cl)F)=O)CCS(=O)(=O)C)C1